C1(CC1)C=1N=NN(C1)[C@H](C(=O)N1[C@@H](C[C@H](C1)O)C(=O)NCCNC(=O)N1CCOCC1)C(C)(C)C N-[2-[[(2S,4R)-1-[(2S)-2-(4-cyclopropyltriazol-1-yl)-3,3-dimethyl-butanoyl]-4-hydroxy-pyrrolidine-2-carbonyl]amino]ethyl]morpholine-4-carboxamide